BrC=1C=C(C=NC1)N1N=C(C=C(C1=O)[2H])C(=O)OC methyl 1-(5-bromo-3-pyridyl)-5-deuterio-6-oxo-pyridazine-3-carboxylate